C1(CC1)CN1N=CC(=C1)S(=O)(=O)NC(NC1=C2CCCC2=CC=C1C1=CC=2N(C=C1)N=CC2)=O (cyclopropylmethyl)-N-((5-(pyrazolo[1,5-a]pyridin-5-yl)-2,3-dihydro-1H-inden-4-yl)carbamoyl)-1H-pyrazole-4-sulfonamide